OC[C@H]1[C@H](CN(CC1)C(=O)OC(C)(C)C)C tert-butyl (3R,4R)-4-(hydroxymethyl)-3-methylpiperidine-1-carboxylate